CC1(N(S(OC1)(=O)=O)C(=O)OC(C)(C)C)C tertbutyl 4,4-dimethyl-1,2,3-oxathiazolidine-3-carboxylate 2,2-dioxide